OC(CCSC)OC(CCSC)O 1-(1'-hydroxy-3-(methylthio)propoxy)-3-(methylthio)propan-1-ol